5-(2-hydroxypropyl)-4-methyl-2-(tetrahydropyran-2-yl)pyridazin-3-one OC(CC1=C(C(N(N=C1)C1OCCCC1)=O)C)C